1,2,4,5-tetramethylmercaptobenzene CSC1=C(C=C(C(=C1)SC)SC)SC